C(N)(OC1=CC(=NN1C(C)(C)C)[C@H]1CC(CC1)=O)=O |r| (±)-[1-tert-butyl-3-(3-oxocyclopentyl)-1H-pyrazol-5-yl] carbamate